FC1(CNC(N(C1)C(COC)C1=CN=C(S1)NC([C@H]([C@@H]1CC[C@H](CC1)C)NC(OC(C)(C)C)=O)=C=O)=C=O)F tert-butyl ((1S)-2-((5-(1-(5,5-difluoro-2-carbonyltetrahydropyrimidin-1(2H)-yl)-2-methoxyethyl)thiazol-2-yl)amino)-1-((trans)-4-methylcyclohexyl)-2-carbonylethyl)carbamate